1-methyl-4-(1,4'-bipiperazin-4-yl)piperazine CN1CCN(CC1)N1CCN(CC1)N1CCNCC1